3-amino-N-(2-(2,4-difluorophenyl)-2-hydroxy-3-(1H-1,2,4-triazol-1-yl)propyl)-2-oxo-1-(4-phenyl-3,4-dihydro-2H-benzo[b][1,4]oxazin-6-yl)-1,2-dihydrothieno[2,3-b]pyrazine-7-carboxamide NC=1C(N(C2=C(N1)SC=C2C(=O)NCC(CN2N=CN=C2)(O)C2=C(C=C(C=C2)F)F)C2=CC1=C(OCCN1C1=CC=CC=C1)C=C2)=O